2-hydroxy-5-[[4-(pyridin-2-ylsulfamoyl)phenyl]diazenyl]benzoic acid OC1=C(C(=O)O)C=C(C=C1)N=NC1=CC=C(C=C1)S(NC1=NC=CC=C1)(=O)=O